C(C1=CC=CC=C1)(C1=CC=CC=C1)NC=1C=CC(=NC1)[C@@H](C(F)(F)F)N(C(=O)C1CCN(CC1)S(=O)(=O)C)C (S)-N-(1-(5-(Benzhydrylamino)pyridin-2-yl)-2,2,2-trifluoroethyl)-N-methyl-1-(methylsulfonyl)piperidine-4-carboxamide